1-[(3R)-1-methylpyrrolidin-3-yl]-2-[(3R)-tetrahydrofuran-3-yl]-1H-imidazo[4,5-c]quinoline-8-carbonitrile CN1C[C@@H](CC1)N1C(=NC=2C=NC=3C=CC(=CC3C21)C#N)[C@@H]2COCC2